NC=1C(=NON1)C(=NOCCCNC(=N)N)NC1=CC(=C(C=C1)Br)F amino-N-(3-fluoro-4-bromophenyl)-N'-(3-guanidinopropoxy)-1,2,5-oxadiazole-3-carboxamidine